6-(4-(4-((2-(2,6-dioxopiperidin-3-yl)-6-fluoro-1,3-dioxoisoindolin-5-yl)methyl)piperazin-1-yl)piperidin-1-yl)-2-(4-phenoxyphenyl)nicotinamide O=C1NC(CCC1N1C(C2=CC(=C(C=C2C1=O)CN1CCN(CC1)C1CCN(CC1)C1=NC(=C(C(=O)N)C=C1)C1=CC=C(C=C1)OC1=CC=CC=C1)F)=O)=O